CC=1C=CC=C(C1C1=C(C=CC=C1C)C)C 3,5,3',5'-tetramethyl-4,4'-biphenyl